CC1=CC=C(C=C1)S(=O)(=O)N/N=C(\C)/C1=C(C=CC=C1)C 4-methyl-N-[(E)-1-(o-tolyl)ethylideneamino]benzenesulfonamide